methylaluminum diphenolate C1(=CC=CC=C1)[O-].C1(=CC=CC=C1)[O-].C[Al+2]